Methyl 3-oxo-2',3'-dihydrospiro[cyclohexane-1,1'-indene]-4-carboxylate O=C1CC2(CCC3=CC=CC=C23)CCC1C(=O)OC